ClC=1C=CC(=NC1)C1=CC=2C3=C(C=NC2C=C1)N(C(N3C=3C=C(C#N)C=CC3C)=N)C 3-(8-(5-Chloropyridin-2-yl)-2-imino-3-methyl-2,3-dihydro-1H-imidazo[4,5-c]quinolin-1-yl)-4-methylbenzonitrile